1-(5-(9-(2-(1,3-Dioxolan-2-yl)ethyl)-3,9-diazaspiro[5.5]undec-3-carbonyl)-2-methoxyphenyl)dihydropyrimidine-2,4(1H,3H)-dione O1C(OCC1)CCN1CCC2(CCN(CC2)C(=O)C=2C=CC(=C(C2)N2C(NC(CC2)=O)=O)OC)CC1